2-(2,5-dimethylpyridin-4-yl)-3-isopropyl-5-(1-(tetrahydro-2H-pyran-3-yl)piperidin-4-yl)-1H-indole CC1=NC=C(C(=C1)C=1NC2=CC=C(C=C2C1C(C)C)C1CCN(CC1)C1COCCC1)C